(R)-2,2,2-trifluoro-1-((R or S)-3-(2-(5-fluorothiophen-2-yl)ethyl)-1-(2-(6-methylpyridin-3-yl)propan-2-yl)pyrrolidin-3-yl)ethyl isopropylcarbamate C(C)(C)NC(O[C@@H](C(F)(F)F)[C@]1(CN(CC1)C(C)(C)C=1C=NC(=CC1)C)CCC=1SC(=CC1)F)=O |o1:11|